COC(=O)C(C)[C@H]1CC[C@H]2[C@@H]3CCC4CC(CC[C@]4(C)C3=CC[C@]12C)=O 3-ketopregna-9(11)-ene-20-carboxylic acid methyl ester